ClC1=CC(=NC=C1)C1(COC1)NS(=O)C(C)(C)C N-(3-(4-chloropyridin-2-yl)oxetan-3-yl)-2-methylpropane-2-sulfinamide